2-((2-(indolin-1-yl)ethyl)thio)-1,4-dihydroquinazoline N1(CCC2=CC=CC=C12)CCSC=1NC2=CC=CC=C2CN1